[Cl-].C(CCCCC)[NH3+] hexaneaminium chloride